N1C(=CC=C1)C(=O)NC=1[Se]C(=CN1)C(=O)NC1=C(C=C(C=C1)C)C 2-(1H-pyrrole-2-carboxamido)-N-(2,4-dimethylphenyl)-1,3-selenazol-5-carboxamide